N1(N=CC=C1)CC(C(=O)N1CC2=C([C@@H](C1)C1=C(C=CC=C1)C=1C(=NN(C1)CC)C(F)(F)F)C=C(S2)C#N)=C (S)-6-(2-((1H-Pyrazol-1-yl)methyl)acryloyl)-4-(2-(1-ethyl-3-(trifluoromethyl)-1H-pyrazol-4-yl)phenyl)-4,5,6,7-tetrahydrothieno[2,3-c]pyridine-2-carbonitrile